1-pyrrolidino-1-cyclopentene N1(CCCC1)C1=CCCC1